2-Methyl-6-{2-[methyl-(2,2,6,6-tetramethylpiperidin-4-yl)amino][1,3]thiazolo[5,4-b]pyridin-5-yl}imidazo[1,2-a]pyridin-8-carbonitril CC=1N=C2N(C=C(C=C2C#N)C2=CC=C3C(=N2)SC(=N3)N(C3CC(NC(C3)(C)C)(C)C)C)C1